FC1(CN(C[C@@H]1OC1=CC2=C(C=N1)C=NN2CC(F)(F)F)C2=CC(=NC(=N2)C(F)(F)F)C=2C(NC(NC2)=O)=O)F (S)-6-(3,3-difluoro-4-((1-(2,2,2-trifluoroethyl)-1H-pyrazolo[4,3-c]pyridin-6-yl)oxy)pyrrolidin-1-yl)-2-(trifluoromethyl)-[4,5'-bipyrimidine]-2',4'(1'H,3'H)-dione